C(CCCCCCCCCCCCCCCCC)N1C(=C(C(C=C1)=O)OCC1=CC=C(C=C1)OC)C(C)=O N-octadecyl-2-acetyl-3-(4-methoxybenzyloxy)-pyridin-4-one